alpha-methyl-serine C[C@](N)(CO)C(=O)O